ethyl-methylimidazole bromide [Br-].C(C)C=1N=C(NC1)C